FC1=C(C=O)C=C(C=C1)B1OC(C(O1)(C)C)(C)C 2-fluoro-5-(4,4,5,5-tetramethyl-1,3,2-dioxaborolan-2-yl)benzaldehyde